N4-cyclohexyl-N2-(3,4-difluorophenyl)-6-fluoroquinazoline-2,4-diamine C1(CCCCC1)NC1=NC(=NC2=CC=C(C=C12)F)NC1=CC(=C(C=C1)F)F